N[C@H](C(=O)OC)C[C@H]1C(NCCC1)=O Methyl (2S)-2-amino-3-[(3S)-2-oxopiperidin-3-yl]propanoate